2-Amino-N-{1-[1,8-dichloro-5-(1,1-dioxidothiomorpholin-4-yl)imidazo[1,5-a]pyridin-6-yl]ethyl}pyrazolo[1,5-a]pyrimidine-3-carboxamide trifluoroacetate salt FC(C(=O)O)(F)F.NC1=NN2C(N=CC=C2)=C1C(=O)NC(C)C=1C=C(C=2N(C1N1CCS(CC1)(=O)=O)C=NC2Cl)Cl